CC1(CCC=2C(=NNC2C1)C=1NC2=CC=C(C=C2C1)C(=O)N1CCN(CC1)CC1CCN(CC1)C(=O)C=1C=CC(=C(C1)N1C(NC(CC1)=O)=O)F)C 1-(5-(4-((4-(2-(6,6-dimethyl-4,5,6,7-tetrahydro-1H-indazol-3-yl)-1H-indole-5-carbonyl)piperazin-1-yl)methyl)piperidine-1-carbonyl)-2-fluorophenyl)dihydropyrimidine-2,4(1H,3H)-dione